4-(2,2-difluoroethylthio)benzoic acid FC(CSC1=CC=C(C(=O)O)C=C1)F